(2S)-2-amino-N-[5,6-dichloro-4-(2,6-difluorobenzoyl)-3-pyridinyl]propanamide N[C@H](C(=O)NC=1C=NC(=C(C1C(C1=C(C=CC=C1F)F)=O)Cl)Cl)C